COC1=NC(=CC=C1NC1=CC=NC2=CC(=CC=C12)C)OCCOC(F)(F)F N-(2-methoxy-6-(2-(trifluoromethoxy)ethoxy)pyridin-3-yl)-7-methylquinolin-4-amine